CC1(OC[C@@H](O1)C1=C[C@@H]2[C@@H](OC(O2)(C)C)O1)C (3aR,6aR)-5-[(4R)-2,2-dimethyl-1,3-dioxolan-4-yl]-2,2-dimethyl-3a,6a-dihydrofuro[2,3-d][1,3]dioxole